2-chloro-5,6-difluorobenzaldehyde ClC1=C(C=O)C(=C(C=C1)F)F